ethyl(3-methoxypropyl)dimethylammonium C(C)[N+](C)(C)CCCOC